O=C1NC(CCC1C1NC(C2=CC=CC=C12)=O)=O 3-(2,6-dioxopiperidin-3-yl)-1-oxoisoindoline